2-chloro-6-fluorobenzo[d]Oxazole ClC=1OC2=C(N1)C=CC(=C2)F